4-(2,5-difluorophenyl)cyclohexanol FC1=C(C=C(C=C1)F)C1CCC(CC1)O